2-[(3R)-3-[1-[4-[[(1R)-1-(2,4-dichlorophenyl)ethyl]amino]thieno[3,2-d]pyrimidin-2-yl]azetidin-3-yl]-1-piperidyl]ethanol ClC1=C(C=CC(=C1)Cl)[C@@H](C)NC=1C2=C(N=C(N1)N1CC(C1)[C@@H]1CN(CCC1)CCO)C=CS2